N-{(6S,7aS)-2-[6-bromo-4-(2,6-difluorophenyl)-1,2-benzoxazol-3-yl]-3-oxohexahydro-1H-pyrrolo[1,2-c]imidazol-6-yl}ethanesulfonamide BrC1=CC2=C(C(=NO2)N2C(N3[C@H](C2)C[C@@H](C3)NS(=O)(=O)CC)=O)C(=C1)C1=C(C=CC=C1F)F